2-[[5-bromo-2-[4-[8-[4-[(2-chloro-9-methyl-purin-6-yl)amino]-3-methoxy-pyrazol-1-yl]octylsulfamoyl]anilino]pyrimidin-4-yl]amino]-6-fluoro-benzamide BrC=1C(=NC(=NC1)NC1=CC=C(C=C1)S(NCCCCCCCCN1N=C(C(=C1)NC1=C2N=CN(C2=NC(=N1)Cl)C)OC)(=O)=O)NC1=C(C(=O)N)C(=CC=C1)F